C(C)(C)(C)C1=CC=C(C=C1)C1=NC=C(C(=N1)Cl)C(=O)OCC ethyl 2-(4-tert-butylphenyl)-4-chloro-pyrimidine-5-carboxylate